N[13C@@H](CCCCN)C(=O)O [13C]-Lysine